C(CCC)S(=O)(=O)N1CCN(CC1)C(CN1C(=CC2=C(C(=CC=C12)CN1CCC2(CN(C2)C2=NC=NC3=CC=C(C=C23)CC(F)(F)F)CC1)C)C#N)C 1-[2-(4-butylsulfonylpiperazin-1-yl)propyl]-4-methyl-5-[[2-[6-(2,2,2-trifluoroethyl)quinazolin-4-yl]-2,7-diazaspiro[3.5]nonan-7-yl]methyl]indole-2-carbonitrile